6-hydroxyhexyl oleate C(CCCCCCC\C=C/CCCCCCCC)(=O)OCCCCCCO